(benzoin) tosylate S(=O)(=O)(O)C1=CC=C(C)C=C1.C1(=CC=CC=C1)C(=O)C(O)C1=CC=CC=C1